4-((4-(2-(Dimethylamino)-2-oxoethoxy)pyridin-3-yl)amino)-N-(4-(4-methylpiperazin-1-yl)phenyl)-2-oxo-1,2-dihydropyridine-3-carboxamide CN(C(COC1=C(C=NC=C1)NC1=C(C(NC=C1)=O)C(=O)NC1=CC=C(C=C1)N1CCN(CC1)C)=O)C